{(3E)-3-[3-(3-chlorophenyl)prop-2-yn-1-ylidene]-2,2-dimethylpyrrolidin-1-yl}(piperidin-1-yl)methanone ClC=1C=C(C=CC1)C#C\C=C/1\C(N(CC1)C(=O)N1CCCCC1)(C)C